N-(2-chloro-4-fluorophenyl)-1H-pyrrolo[2,3-b]pyridine-sulfonamide ClC1=C(C=CC(=C1)F)NS(=O)(=O)C1=CC=2C(=NC=CC2)N1